6-(6-Hydroxy-2-morpholino-9H-purin-9-yl)nicotinonitrile OC1=C2N=CN(C2=NC(=N1)N1CCOCC1)C1=NC=C(C#N)C=C1